2-(6-(3-methylbut-2-en-1-yl)-1H-indol-3-yl)acetic acid CC(=CCC1=CC=C2C(=CNC2=C1)CC(=O)O)C